ClC1=CC=C(C=C1)[C@H]1N=C(N([C@H]1C1=CC=C(C=C1)Cl)C(N1CC(NCC1)=O)=O)C1=C(C=C(C=C1)OC)OC(C)C 4-[[(4R,5S)-4,5-bis(4-chlorophenyl)-2-(4-methoxy-2-propan-2-yloxyphenyl)-4,5-dihydroimidazol-1-yl]-oxomethyl]-2-piperazinone